F[P-](F)(F)(F)(F)F.N1(N=NC2=C1C=CC=C2)O[P+](N2CCCC2)(N2CCCC2)N2CCCC2 (benzotriazol-1-yloxy)tripyrrolidinyl-phosphonium hexafluorophosphate